FC1(CC(C1)C(=O)N[C@H](C=1OC2=C(N1)C=C(C=C2)CN2C(N[C@@H](C2)C(F)(F)F)=O)C2CCC(CC2)C)F 3,3-Difluoro-N-((S)-((1r,4S)-4-methylcyclohexyl)(5-(((S)-2-oxo-4-(trifluoromethyl)imidazolidin-1-yl)methyl)benzo[d]oxazol-2-yl)methyl)cyclobutane-1-carboxamide